CN1C(N(C2=CC=3CNCC3C=C21)[C@H]2C(NC(CC2)=O)=O)=O (R)-3-(3-methyl-2-oxo-3,5,6,7-tetrahydroimidazo[4,5-f]isoindol-1(2H)-yl)piperidine-2,6-dione